ClC=1C=C2CC(N(CC2=CC1Cl)CC)=O 6,7-dichloro-2-ethyl-1,4-dihydroisoquinoline-3(2H)-one